COC=1C(=NC=CC1C=1C=NC(=CC1)NC([C@H](C1CCC(CC1)C)NC(OC(C)(C)C)=O)=O)C tert-butyl ((S)-2-((3'-methoxy-2'-methyl-[3,4'-bipyridin]-6-yl)amino)-1-((1r,4S)-4-methylcyclohexyl)-2-oxoethyl)carbamate